C(C)(C)(C)OC(CCCOC1=C(CN2CCCC23CCN(CC3)C(=O)OC(C(F)(F)F)C(F)(F)F)C=CC(=C1)C(F)(F)F)=O 1,1,1,3,3,3-hexafluoropropan-2-yl 1-(2-(4-(tert-butoxy)-4-oxobutoxy)-4-(trifluoromethyl) benzyl)-1,8-diazaspiro[4.5]decane-8-carboxylate